5-(5-methoxy-2-(methoxymethyl)phenyl)isoxazol-3-amine COC=1C=CC(=C(C1)C1=CC(=NO1)N)COC